2,3-dihydroxymethylbicyclo[2.2.1]Hept-5-ene OCC1C2C=CC(C1CO)C2